NC=1C=C(C=C(C1)C(F)(F)F)[C@@H](C)NC(=O)C1=NN(C(C=C1)=O)C1=C(C=CC=C1)OC(F)F N-[(1R)-1-[3-amino-5-(trifluoromethyl)phenyl]ethyl]-1-[2-(difluoromethoxy)phenyl]-6-oxo-pyridazine-3-carboxamide